tert-Butyl 4-(4-amino-8-fluoro-6,7-dimethoxyquinazolin-2-yl)-3-(pyridin-2-yl)piperazine-1-carboxylate NC1=NC(=NC2=C(C(=C(C=C12)OC)OC)F)N1C(CN(CC1)C(=O)OC(C)(C)C)C1=NC=CC=C1